C(C)(C)(C)OC(=O)N1C(CC(CC1)C1CC1)=O 4-cyclopropyl-2-oxo-piperidine-1-carboxylic acid tert-butyl ester